C(=O)(O)C1=C(C=CC=C1)NC(=O)C1=CC=C(OC2=CC=C(C(=O)NC3=C(C(=O)O)C=CC=C3)C=C2)C=C1 2-[[4-[4-[(2-carboxyphenyl)carbamoyl]phenoxy]benzoyl]amino]-benzoic acid